NC1=C(C(=O)OC)C(=CC=C1N)OCC(=O)OC(C)(C)C methyl 2,3-diamino-6-(2-(tert-butoxy)-2-oxoethoxy)-benzoate